NC=1C=C(C=C2C=C(NC12)C1=CC=CC=C1)CC#N 2-(7-amino-2-phenyl-1H-indol-5-yl)acetonitrile